C(#N)C=1C=NN2C1C(=CC(=C2)OCC(C)(C)O)C=2C=CC(=NC2)N2C[C@@](CC2)(C)NC(C2=NC=CC=C2F)=O (S)-N-(1-(5-(3-cyano-6-(2-hydroxy-2-methylpropoxy)pyrazolo[1,5-a]pyridin-4-yl)pyridin-2-yl)-3-methylpyrrolidin-3-yl)-3-fluoropicolinamide